C(C)C1(NC(N(C(C1)=O)[C@@H]([C@@H]1[C@H](C1)C(=O)N[C@H]1CC(OC2=CC=CC=C12)(C)C)C=1C=NC=CC1)=N)CC (1S,2S)-2-((S)-(4,4-diethyl-2-imino-6-oxotetrahydropyrimidin-1(2H)-yl)(pyridin-3-yl)methyl)-N-((S)-2,2-dimethylchroman-4-yl)cyclopropanecarboxamide